CC=1N(C=CN1)[C@H](C)C=1N=CC(=NC1)NC(C[C@@H]1COCC1)=O |&1:6| (rac)-N-(5-(1-(2-methyl-1H-imidazol-1-yl)ethyl)pyrazin-2-yl)-2-((R)-tetrahydrofuran-3-yl)acetamide